2-phenyl-3-methyl-1,3-butadiene C1(=CC=CC=C1)C(=C)C(=C)C